O1CCCC(C=2C=CC=3NC=4C=CC=CC4C3C21)=O 3,4-dihydro-2H-oxepino[3,2-c]carbazol-5(8H)-one